sodium octyl benzoquinonedisulfonate C1(C(=C(C(C=C1)=O)S(=O)(=O)[O-])S(=O)(=O)OCCCCCCCC)=O.[Na+]